2-{4-methoxy-5-[(3-{4-[(oxan-4-yl)amino]-1-(2,2,2-trifluoroethyl)-1H-indol-2-yl}prop-2-yn-1-yl)amino]pyridin-2-yl}-2-methylpropanenitrile COC1=CC(=NC=C1NCC#CC=1N(C2=CC=CC(=C2C1)NC1CCOCC1)CC(F)(F)F)C(C#N)(C)C